CN1CC(C1)(C)[C@@](C=1C=C(C=NC1)C#C[C@H](C)C1=NC=NC=C1)(C1=CC=C(C=C1)C(C)C)O (S)-4-{5-[(R)-(1,3-Dimethyl-azetidin-3-yl)-hydroxy-(4-isopropyl-phenyl)-methyl]-pyridin-3-yl}-2-pyrimidin-4-yl-but-3-yn